1-pyrrolidin-3-ylpyrazole N1CC(CC1)N1N=CC=C1